4-[[(2R,3S,4S,5S)-3-(5-chloro-3,4-difluoro-2-methoxy-phenyl)-4,5-dimethyl-5-(trifluoromethyl)tetrahydrofuran-2-carbonyl]amino]pyridine-2-carboxamide ClC=1C(=C(C(=C(C1)[C@H]1[C@@H](O[C@@]([C@H]1C)(C(F)(F)F)C)C(=O)NC1=CC(=NC=C1)C(=O)N)OC)F)F